C(C)(C)(C)OC(=O)N1CC2C(NCC2C1)N1CC=2C(=NC=CC2C1=O)C1=C(C=CC=C1OC)F 6-(4-(2-fluoro-6-methoxyphenyl)-1-oxo-1,3-dihydro-2H-pyrrolo[3,4-c]pyridin-2-yl)hexahydropyrrolo[3,4-c]pyrrole-2(1H)-carboxylic acid tert-butyl ester